CN(C)CC1(CCN(CC1)C1=C(C=C(C=C1)C(F)(F)F)NC(=O)C=1OC(=CC1)C1CCOCC1)C N-(2-(4-((dimethylamino)methyl)-4-methyl-piperidin-1-yl)-5-(trifluoromethyl)phenyl)-5-(tetrahydro-2H-pyran-4-yl)furan-2-carboxamide